C(C1=CC=CC=C1)OC(NC1=CC(=CC=C1)C=O)=O (3-FORMYL-PHENYL)-CARBAMIC ACID BENZYL ESTER